5-chloro-N,N-dimethyl-6-(piperazin-1-yl)nicotinamide ClC=1C(=NC=C(C(=O)N(C)C)C1)N1CCNCC1